C(#N)C1=CC(=C(C(=C1)C(C)C)NC(=O)N=[S@@](=O)(N)C=1SC(=CC1)C(C)(C)O)C(C)C (S)-N'-((4-cyano-2,6-diisopropylphenyl)carbamoyl)-5-(2-hydroxypropan-2-yl)thiophene-2-sulfonimidamide